N=C1N(NC=CN1)CC dihydro-3(s)-imino-2-ethyl-1,2,4-triazine